3-(1-cyclobutyl-2,2,2-trifluoroethyl)-1-ethyl-1-((S)-2,2,2-trifluoro-1-(5-methoxy-4-(8-methoxyimidazo[1,2-a]pyrazin-6-yl)pyridin-2-yl)ethyl)urea C1(CCC1)C(C(F)(F)F)NC(N([C@H](C(F)(F)F)C1=NC=C(C(=C1)C=1N=C(C=2N(C1)C=CN2)OC)OC)CC)=O